(S)-N-((R)-1-cyano-2-((R)-2-oxopiperidin-3-yl)ethyl)-2-((2,5-difluorophenyl)-D-alanyl)-2-azabicyclo[2.2.2]octane-3-carboxamide C(#N)[C@@H](C[C@@H]1C(NCCC1)=O)NC(=O)[C@H]1N(C2CCC1CC2)C([C@H](NC2=C(C=CC(=C2)F)F)C)=O